FC(F)C=1C(=NC=C(C1)F)N (difluoromethyl)-5-fluoropyridin-2-amine